1-(benzyloxy)-3-((1s,4s)-4-(chloromethoxy)cyclohexyl)benzene C(C1=CC=CC=C1)OC1=CC(=CC=C1)C1CCC(CC1)OCCl